FC1(CCC(CC1)OC(NCC=1N=C2N(N=CC(=C2)CN2C(NCC2)=O)C1)=O)F (4,4-difluorocyclohexyl)((7-((2-oxoimidazolidin-1-yl)methyl)imidazo[1,2-b]pyridazin-2-yl)methyl)carbamate